NC(CO)C1=CC=C(C=C1)S(=O)(=O)CC 2-amino-2-(4-ethylsulfonylphenyl)ethanol